benzyl ((4-(((S)-1-((R)-2-amino-2-cyclohexylacetyl)azetidine-2-carboxamido)methyl)phenyl)(imino)methyl)carbamate N[C@@H](C(=O)N1[C@@H](CC1)C(=O)NCC1=CC=C(C=C1)C(=N)NC(OCC1=CC=CC=C1)=O)C1CCCCC1